4-((2,4-dioxo-3-(2-(pyridin-3-yl)ethyl)-3,4-dihydroquinazolin-1(2H)-yl)methyl)-N-hydroxybenzamide O=C1N(C2=CC=CC=C2C(N1CCC=1C=NC=CC1)=O)CC1=CC=C(C(=O)NO)C=C1